N1C=C(C2=CC=CC=C12)C1=CC(=NN1)NC1=C(C=C(C=C1)NS(=O)(=O)C)C N-(4-((5-(1H-indol-3-yl)-1H-pyrazol-3-yl)amino)-3-methylphenyl)methanesulfonamide